C(C)(C)(C)OC(NCC)=O N-ethyl-carbamic acid tert-butyl ester